C(C)C1=NC(=NO1)C=1C=C2CCC(C2=CC1)C(=O)NC1=CC=NN1C 5-(5-ethyl-1,2,4-oxadiazol-3-yl)-N-(1-methyl-1H-pyrazol-5-yl)-2,3-dihydro-1H-indene-1-carboxamide